OC1CNC1 3-hydroxyazetidine